R-(-)-camphor-10-sulfonic Acid [C@@]12(C(=O)CC(CC1)C2(C)C)CS(=O)(=O)O